(3-(1-amino-1,3-dihydrospiro[indene-2,4'-piperidin]-1'-yl)-6-(2-(2-methyloxazol-5-yl)vinyl)pyrazin-2-yl)methanol NC1C2=CC=CC=C2CC12CCN(CC2)C=2C(=NC(=CN2)C=CC2=CN=C(O2)C)CO